(4aR,8aS)-6-[6-[[4-(trifluoromethyl)pyrazol-1-yl]methyl]-2-azaspiro[3.3]heptane-2-carbonyl]-4,4a,5,7,8,8a-hexahydropyrido[4,3-b][1,4]oxazin-3-one FC(C=1C=NN(C1)CC1CC2(CN(C2)C(=O)N2C[C@@H]3[C@@H](OCC(N3)=O)CC2)C1)(F)F